ClC1=CC=2C(=NN(N2)C2=C(C(=CC(=C2)OCCCO)C(C)(C)C)O)C=C1 2-(5-chloro-2H-benzotriazol-2-yl)-6-(1,1-dimethylethyl)-4-(3-hydroxypropoxy)phenol